Cl.CC1(CC=C(CC1)C=1CCCC2=C(C1C1=CC=C(C=C1)CC1CN(CC1)CCCF)C=CC(=C2)C(=O)O)C 8-(4,4-dimethylcyclohex-1-en-1-yl)-9-(4-((1-(3-fluoropropyl)pyrrolidin-3-yl)methyl)phenyl)-6,7-dihydro-5H-benzo[7]annulene-3-carboxylic acid hydrochloride